p-Tolyl [3,6-di-O-benzyl-2-deoxy-2-(2,2,2-trichloroethoxy)carbonylamino-β-D-glucopyranosyl]-(1→2)-3,4,6-tri-O-benzyl-1-thio-α-D-mannopyranoside C(C1=CC=CC=C1)O[C@@H]1[C@H]([C@@H](O[C@@H]([C@H]1O)COCC1=CC=CC=C1)O[C@@H]1[C@@H](SC2=CC=C(C=C2)C)O[C@@H]([C@H]([C@@H]1OCC1=CC=CC=C1)OCC1=CC=CC=C1)COCC1=CC=CC=C1)NC(=O)OCC(Cl)(Cl)Cl